C(C)(C)(C)OC([C@H](CC=1OC=CC1)N)=O (S)-2-amino-3-(furan-2-yl)propionic acid tert-butyl ester